5-(6-(cyclopropylmethyl)-2,6-diazaspiro[3.3]hept-2-yl)-2-(4-isopropyl-5-(8-methoxy-[1,2,4]triazolo[1,5-a]pyridin-6-yl)-1H-pyrazol-3-yl)-4-methylthiazole C1(CC1)CN1CC2(CN(C2)C2=C(N=C(S2)C2=NNC(=C2C(C)C)C=2C=C(C=3N(C2)N=CN3)OC)C)C1